B(OS(=O)(=O)C(F)(F)F)(OS(=O)(=O)C(F)(F)F)[O-].[Li+] lithium bis(trifluoromethanesulfonyl) borate